1H-pyrazino[1,2-a]pyrazin-4(6H)-one C1C=2N(C(C=N1)=O)CC=NC2